(R)-6-chloro-3-((1-(2-(4-(6-methoxypyrazin-2-yl)piperidin-1-yl)-3,6-dimethyl-4-oxo-3,4-dihydroquinazolin-8-yl)ethyl)amino)-N-(methylsulfonyl)picolinamide 1-pentanesulphonate C(CCCC)S(=O)(=O)O.ClC1=CC=C(C(=N1)C(=O)NS(=O)(=O)C)N[C@H](C)C=1C=C(C=C2C(N(C(=NC12)N1CCC(CC1)C1=NC(=CN=C1)OC)C)=O)C